C1(CC1)N1C(=NC2=C1C=CC(=C2)F)NC=2OC1=C(N2)C=C(C=C1)CN(C)C N-(1-cyclopropyl-5-fluoro-1H-1,3-benzodiazol-2-yl)-5-[(dimethylamino)methyl]-1,3-benzoxazol-2-amine